5-(4-((5-(3-ethylureido)pyridin-3-yl)methyl)piperazin-1-yl)-N,6-dimethylpicolinamide C(C)NC(NC=1C=C(C=NC1)CN1CCN(CC1)C=1C=CC(=NC1C)C(=O)NC)=O